2-[(1-aminoindan-1-yl)methyl]-3-bromo-N,N,5-trimethyl-benzamide NC1(CCC2=CC=CC=C12)CC1=C(C(=O)N(C)C)C=C(C=C1Br)C